(S)-1-(3-(4-amino-7-(2-morpholinoethyl)-5-(4-(pyrimidin-2-yloxy)phenyl)-7H-pyrrolo[2,3-d]pyrimidin-6-yl)pyrrolidin-1-yl)prop-2-en-1-one NC=1C2=C(N=CN1)N(C(=C2C2=CC=C(C=C2)OC2=NC=CC=N2)[C@@H]2CN(CC2)C(C=C)=O)CCN2CCOCC2